(R)-5-chloro-4-(1H-indol-3-yl)-N-(1-(piperidin-4-yl)pyrrolidine-3-yl)pyrimidin-2-amine ClC=1C(=NC(=NC1)N[C@H]1CN(CC1)C1CCNCC1)C1=CNC2=CC=CC=C12